ClC=1C=C(C#N)C(=CN1)OC 2-chloro-5-methoxyisonicotinonitrile